3-(difluoromethoxy)-5-(5',6'-dihydrospiro[azetidine-3,4'-pyrrolo[1,2-b]pyrazol]-2'-yl)pyridin-2-amine-hydrochloride salt Cl.FC(OC=1C(=NC=C(C1)C=1C=C2N(N1)CCC21CNC1)N)F